C12CN(CC(CC1)N2)C2=NC(=NC1=C(C(=C(C=C21)C(F)(F)F)C2=CC=C(C=1SC(=C(C12)C#N)N)F)F)N1CC(C1)(C)CC#N 4-(4-(3,8-diazabicyclo[3.2.1]oct-3-yl)-2-(3-(cyanomethyl)-3-methylazetidin-1-yl)-8-fluoro-6-(trifluoromethyl)quinazolin-7-yl)-2-amino-7-fluorobenzo[b]thiophene-3-carbonitrile